C(C)S(=O)(=O)C1=C(N=C2N1CCCC2O)C2=NC1=C(C=NC(=C1)C(F)(F)F)N2C 3-Ethylsulfonyl-2-[3-methyl-6-(trifluoromethyl)imidazo[4,5-c]pyridin-2-yl]-5,6,7,8-tetrahydro-imidazo[1,2-a]pyridine-8-ol